4-ethoxy-3-(2-oxoethyl)benzonitrile C(C)OC1=C(C=C(C#N)C=C1)CC=O